benzyl (5-{bis[3-(2,3,4,6-tetra-O-benzyl-α-D-mannopyranosyl)propyl]amino}pentyl)carbamate C(C1=CC=CC=C1)O[C@@H]1[C@H](O[C@@H]([C@H]([C@@H]1OCC1=CC=CC=C1)OCC1=CC=CC=C1)COCC1=CC=CC=C1)CCCN(CCCCCNC(OCC1=CC=CC=C1)=O)CCC[C@@H]1[C@@H](OCC2=CC=CC=C2)[C@@H](OCC2=CC=CC=C2)[C@H](OCC2=CC=CC=C2)[C@H](O1)COCC1=CC=CC=C1